3-cyanoazetidine C(#N)C1CNC1